5-methoxy-2-[4-(2-methoxyphenyl)-3-methyl-1,2-oxazol-5-yl]phenol COC=1C=CC(=C(C1)O)C1=C(C(=NO1)C)C1=C(C=CC=C1)OC